dodecyl-didecylamide C(CCCCCCCCCCC)C(CCCCCCCCC)[N-]CCCCCCCCCC